isopropyl 4-(((3r,6s)-1-((benzyloxy) carbonyl)-6-methylpiperidin-3-yl) amino)-7-((2-(trimethylsilyl) ethoxy) methyl)-7H-pyrrolo[2,3-d]pyrimidine-5-carboxylate C(C1=CC=CC=C1)OC(=O)N1C[C@@H](CC[C@@H]1C)NC=1C2=C(N=CN1)N(C=C2C(=O)OC(C)C)COCC[Si](C)(C)C